chloro(1-{[2-(trimethylsilyl)ethoxy]methyl}imidazol-2-yl)zinc Cl[Zn]C=1N(C=CN1)COCC[Si](C)(C)C